Pyrrolo-[2,3-f]-isoquinoline N1C=CC=2C1=C1C=CN=CC1=CC2